(2S,4R)-1-[(2S)-2-[4-[[(5-cyanopyrazin-2-yl)-methyl-amino]methyl]triazol-1-yl]-3,3-dimethyl-butanoyl]-4-hydroxy-N-methyl-pyrrolidine-2-carboxamide C(#N)C=1N=CC(=NC1)N(C)CC=1N=NN(C1)[C@H](C(=O)N1[C@@H](C[C@H](C1)O)C(=O)NC)C(C)(C)C